ClC=1C(N(C(=CC1OCC1=NC=C(C=C1F)F)C)C1=C(SC(=C1)C1=NC(=NC=C1)C(C)(C)O)C)=O rel-3-chloro-4-[(3,5-difluoropyridin-2-yl)methoxy]-1-{5-[2-(2-hydroxypropan-2-yl)pyrimidin-4-yl]-2-methylthiophen-3-yl}-6-methylpyridin-2-one